tert-Butyl 4-(6-(5-bromo-1-methyl-2-oxo-1,2-dihydropyridin-3-ylamino)pyridine-3-yl)piperazine-1-carboxylate BrC=1C=C(C(N(C1)C)=O)NC1=CC=C(C=N1)N1CCN(CC1)C(=O)OC(C)(C)C